1-(3-cyano-5-methylthiophene-2-yl)-N-(6-methoxy-1H-benzo[d]imidazol-2-yl)-2,5-dimethyl-1H-pyrrole-3-carboxamide C(#N)C1=C(SC(=C1)C)N1C(=C(C=C1C)C(=O)NC1=NC2=C(N1)C=C(C=C2)OC)C